Cyclobutylidene[(3-n-butyl-2,4-cyclopentadienyl)-(7H-dibenzo[c,g]fluorenyl)]zirconium dichloride [Cl-].[Cl-].C1(CCC1)=[Zr+2]C1=C(C=CC=2C=CC=3CC=4C=CC5=C(C4C3C21)C=CC=C5)C5C=C(C=C5)CCCC